SN[C@@H](CC(=O)O)C(=O)O cis-mercaptoaspartic acid